N-((5-(2,6-dioxopiperidin-3-yl)-6-oxo-5,6-dihydro-4H-thieno[2,3-c]pyrrol-2-yl)methyl)-N2,N2-dimethyloxalamide O=C1NC(CCC1N1C(C2=C(C1)C=C(S2)CNC(C(=O)N(C)C)=O)=O)=O